C(CC)[SiH](N)CCC dipropyl-aminosilane